CN(S(=O)(=O)C=1C=C(C=C2C=NNC12)C)CC(=O)NC=1SC2=C(CNCC2)N1 2-(N,5-dimethyl-1H-indazole-7-sulfonamido)-N-(4,5,6,7-tetrahydrothiazolo[4,5-c]pyridin-2-yl)acetamide